FC(N1C2=C(C=3C=CC(=CC13)C=1C=CC3=C(CC4(CCN(CC4)CCCOC=4C=C5C(N(C(C5=CC4)=O)C4C(NC(CC4)=O)=O)=O)O3)C1)C=NC=C2)F 5-(3-(5-(5-(difluoromethyl)-5H-pyrido[4,3-b]indol-7-yl)-3H-spiro[benzofuran-2,4'-piperidin]-1'-yl)propoxy)-2-(2,6-dioxopiperidin-3-yl)isoindoline-1,3-dione